C1(=CC=CC2=C1C1=C(O2)C=C2C=CC=CC2=C1)B(O)O naphtho[2,3-b]benzofuran-1-yl-boronic acid